5-bromo-2-cyclopropyl-1,3-oxazole BrC1=CN=C(O1)C1CC1